(6Z,9Z)-3,4-epoxyoctadecadienoic acid C(C=C1C(=CCCCCCCCCCCCCC)O1)(=O)O